O=C1NCC[C@@H]1NC(OC(C)(C)C)=O tert-butyl N-[(3S)-2-oxopyrrolidin-3-yl]carbamate